C(\C=C\CCCCCCCCC(=O)O)(=O)O trans-traumatic acid